N-acetoxy-1-[9-ethyl-6-{2-methyl-4-(3,3-dimethyl-2,4-dioxacyclopentylmethoxy)benzoyl}-9H-carbazol-3-yl]ethane-1-imine C(C)(=O)ON=C(C)C=1C=CC=2N(C3=CC=C(C=C3C2C1)C(C1=C(C=C(C=C1)OCC1OC(OC1)(C)C)C)=O)CC